(S)-N-(1-(1-(5-cyanopyridin-2-yl)-1H-1,2,4-triazol-5-yl)ethyl)-3-((diethyl(oxo)-λ6-sulfaneylidene)amino)-5-(trifluoromethyl)benzamide C(#N)C=1C=CC(=NC1)N1N=CN=C1[C@H](C)NC(C1=CC(=CC(=C1)C(F)(F)F)N=S(=O)(CC)CC)=O